C(CCCCCCC\C=C/CCCCCCCC)(=O)O[C@@H]1C=C(O[C@@H]([C@H]1OC(CCCCCCC\C=C/CCCCCCCC)=O)COC(CCCCCCC\C=C/CCCCCCCC)=O)C methyl-glucal trioleate